C(CCC)P([O-])([O-])=O.[Fe+3].C(CCC)P([O-])([O-])=O.C(CCC)P([O-])([O-])=O.[Fe+3] iron (III) (n-butyl phosphonate)